2-(4-bromothiazole-2-yl)-2-methylpropyl methanesulfonate CS(=O)(=O)OCC(C)(C)C=1SC=C(N1)Br